Cl.C(C)OC([C@@H](N)CS)=O L-cysteine ethyl ester hydrochloride